phenoxy(4-amino)pentafluoro-cyclotriphosphazene O(C1=CC=CC=C1)NP1(=NP(=NP(=N1)(F)F)(F)F)F